FC=1C=C(C#N)C=C(C1)[C@@H]1CC=NN1C(=O)N1CC(C1)OC1=CC(=NC=C1F)C1=CC=NN1C (S)-3-fluoro-5-(1-(3-((5-fluoro-2-(1-methyl-1H-pyrazol-5-yl)pyridin-4-yl)oxy)azetidine-1-carbonyl)-4,5-dihydro-1H-pyrazol-5-yl)benzonitrile